methyl 7-benzoxazoleformate O1C=NC2=C1C(=CC=C2)C(=O)OC